4-Hydroxy-5-isopropylyl-2-methylcyclohex-2-enone OC1C=C(C(CC1=C(C)C)=O)C